O(O)O.[V] vanadium (oxy)hydroxide